4-(bromomethyl)-6-methoxy-N,N-dimethylpyridine-2-amine BrCC1=CC(=NC(=C1)OC)N(C)C